methyl 4-[5-fluoro-3-(methoxymethoxy)pyridin-2-yl]thiophene-2-carboxylate FC=1C=C(C(=NC1)C=1C=C(SC1)C(=O)OC)OCOC